trans-3-oxo-2-(cis-2-pentenyl)-cyclopentanecarboxylate O=C1[C@H]([C@@H](CC1)C(=O)[O-])C\C=C/CC